C(#CCCC)Br pentynyl bromide